COCOC1=C(C=CC(=C1)C=1C=NN(C1)C1OCCCC1)C1=CC2=C(N=N1)C(=CN2)C=2CCN(CC2)C(=O)OC(C)(C)C tert-butyl 4-[3-[2-(methoxymethoxy)-4-(1-tetrahydropyran-2-ylpyrazol-4-yl) phenyl]-5H-pyrrolo[3,2-c]pyridazin-7-yl]-3,6-dihydro-2H-pyridine-1-carboxylate